C[N+](C)(C)C1=CC=CC(=C1)C(C(F)(F)F)(O)O m-(n,n,n-trimethylammonio)-2,2,2-trifluoro-1,1-dihydroxyethylbenzene